The molecule is an altrarate(1-). It has a role as a bacterial metabolite. It is a conjugate base of a L-altraric acid. It is a conjugate acid of a L-altrarate(2-). It is an enantiomer of a D-altrarate(1-). [H+].[C@@H]([C@@H]([C@H](C(=O)[O-])O)O)([C@H](C(=O)[O-])O)O